COC=1C=C(CN2CC=CC(=C2)C2=NC(=NC(=C2)C(F)(F)F)S(=O)(=O)C)C=CC1OC 1-(3,4-dimethoxybenzyl)-5-(2-(methylsulfonyl)-6-(trifluoromethyl)pyrimidin-4-yl)pyridin